(cis)-3-[5-bromo-3-fluoro-7-(trifluoromethyl)-1H-indazol-1-yl]-1-methylcyclobutanol BrC=1C=C2C(=NN(C2=C(C1)C(F)(F)F)C1CC(C1)(O)C)F